(S)-N-(cyclopropyl(5-(trifluoromethyl)pyridin-2-yl)methyl)ethanamine C1(CC1)[C@H](NCC)C1=NC=C(C=C1)C(F)(F)F